CC1CCC(C(C1)C)=C1C(C(=CC=C1)O)=C1CCC(CC1C)C bis(4,6'-dimethyl-cyclohexylidene)phenol